ClC=1C=CC(=C(C(=O)NCCC2=CC=C(C=C2)S(NO)(=O)=O)C1)OC 5-Chloro-N-[2-(4-hydroxysulfamoyl-phenyl)-ethyl]-2-methoxybenzamide